2-(2-chloro-6-fluorophenyl)-6-(4-ethyl-3-(hydroxymethyl)-5-oxo-4,5-dihydro-1H-1,2,4-triazol-1-yl)-7-fluoro-4-(pent-2-yl)phthalazin-1(2H)-one ClC1=C(C(=CC=C1)F)N1C(C2=CC(=C(C=C2C(=N1)C(C)CCC)N1N=C(N(C1=O)CC)CO)F)=O